ClC1=CC2=C(N=CN=C2N)C=N1 6-chloropyrido[3,4-d]pyrimidin-4-amine